CS(=O)(=O)N1CC2=CC=C(C=C2C1)NC(=O)C=1C=CC2=C(C=3N(CCO2)C=NC3)C1 N-(2-(methylsulfonyl)isoindolin-5-yl)-5,6-dihydrobenzo[f]imidazo[1,5-d][1,4]oxazepine-10-carboxamide